(1H-imidazole-4-carbonyl)glycine tert-butyl-((4-(1-(cyanomethyl)-1H-imidazol-2-yl)-6-(4-fluorophenyl)pyridin-3-yl)methyl)carbamate C(C)(C)(C)N(C(O)=O)CC=1C=NC(=CC1C=1N(C=CN1)CC#N)C1=CC=C(C=C1)F.N1C=NC(=C1)C(=O)NCC(=O)O